ClC=1C=C(C=CC1F)NC(=O)C1=C(N=CN1C)C1CC2CC(CC2C1)(C#CC1(CC(C1)C=1C=NC=CC1)O)O N-(3-chloro-4-fluorophenyl)-4-(5-hydroxy-5-((1-hydroxy-3-(pyridin-3-yl)cyclobutyl)ethynyl)octahydropentalen-2-yl)-1-methyl-1H-imidazole-5-carboxamide